O=C1NC2=CC=C(C=C2CN1)C1=CC=NC=N1 6-(2-oxo-1,2,3,4-tetrahydro-quinazolin-6-yl)-pyrimidin